N-(5-iodoquinolin-8-yl)dec-9-enamide tert-butyl-N-[rac-(2R)-3-[3-[[1-(1,3-benzothiazol-2-yl)-2-(3-cyanophenyl)ethyl]sulfamoyl]anilino]-2-methyl-3-oxo-propyl]carbamate C(C)(C)(C)OC(NC[C@H](C(=O)NC1=CC(=CC=C1)S(NC(CC1=CC(=CC=C1)C#N)C=1SC2=C(N1)C=CC=C2)(=O)=O)C)=O.IC2=C1C=CC=NC1=C(C=C2)NC(CCCCCCCC=C)=O |r|